1-[2-(guanidino)ethyl]-4-[(3-methoxyphenoxy)methyl]-1H-1,2,3-triazole N(C(=N)N)CCN1N=NC(=C1)COC1=CC(=CC=C1)OC